[Cl-].[Cl-].[Ba+2] The molecule is the inorganic dichloride salt of barium. It has a role as a potassium channel blocker. It is an inorganic chloride and a barium salt.